[Cl-].C[N+]1(CC=C(C=C1)C1=CC=[NH+]C=C1)C.[Cl-] 1,1-dimethyl-4,4'-bipyridinium chloride